COC1=C(C(=CC=C1)OC)C1=CC(=NN1C1=CC=C(C=C1)F)C(=O)N[C@H](C(=O)O)CC(C)C (2S)-2-{[5-(2,6-dimethoxyphenyl)-1-(4-fluorophenyl)-1H-pyrazol-3-yl]formamido}-4-methylpentanoic acid